(2-methyl-2-oxiranyl)methanesulfonic acid CC1(OC1)CS(=O)(=O)O